4-((8-(isoxazol-3-ylcarbamoyl)quinolin-5-yl)amino)piperidine-1-carboxylic acid tert-butyl ester C(C)(C)(C)OC(=O)N1CCC(CC1)NC1=C2C=CC=NC2=C(C=C1)C(NC1=NOC=C1)=O